2-(3-(2,6-dimethylpyridin-3-yl)-2,4,5,6-tetrakis(3-phenyl-9H-carbazol-9-yl)phenyl)benzo[d]oxazole CC1=NC(=CC=C1C=1C(=C(C(=C(C1N1C2=CC=CC=C2C=2C=C(C=CC12)C1=CC=CC=C1)N1C2=CC=CC=C2C=2C=C(C=CC12)C1=CC=CC=C1)N1C2=CC=CC=C2C=2C=C(C=CC12)C1=CC=CC=C1)C=1OC2=C(N1)C=CC=C2)N2C1=CC=CC=C1C=1C=C(C=CC21)C2=CC=CC=C2)C